4-(2-((4-chloro-2-fluorobenzofuran-7-yl)methoxy)-3-(trifluoromethyl)phenyl)piperidine-1-carboxylic acid tert-butyl ester C(C)(C)(C)OC(=O)N1CCC(CC1)C1=C(C(=CC=C1)C(F)(F)F)OCC1=CC=C(C=2C=C(OC21)F)Cl